4-chloro-2-[4-[(2,4-dimethoxyphenyl)methylamino]cinnolin-7-yl]benzoic acid methyl ester COC(C1=C(C=C(C=C1)Cl)C1=CC=C2C(=CN=NC2=C1)NCC1=C(C=C(C=C1)OC)OC)=O